N[C@@H](CC=1C=C(C=CC1)C(NCCOCCOCCOCCOCCC(=O)O)=O)C(=O)O (S)-1-(3-(2-amino-2-carboxyethyl)phenyl)-1-oxo-5,8,11,14-tetraoxa-2-azaheptadecan-17-oic acid